CC1=C(C(=CC=C1)C)C1=NC=2NS(C=3C=CC=C(CN([C@@H](COC(=C1)N2)CC(C)C)CCCCO)C3)(=O)=O 4-[(11R)-6-(2,6-Dimethylphenyl)-11-isobutyl-2,2-dioxo-9-oxa-2λ6-thia-3,5,12,19-tetrazatricyclo[12.3.1.14,8]nonadeca-1(18),4(19),5,7,14,16-hexaen-12-yl]butan-1-ol